6-(4-Chlorophenyl)-N-[(2S)-1-hydroxypropan-2-yl]-3-oxo-2-(pyridin-3-yl)-2,3-dihydropyridazine ClC1=CC=C(C=C1)C1=CCC(N(N1[C@H](CO)C)C=1C=NC=CC1)=O